5-bromo-2-(tert-butyl)isoindolin-1-one BrC=1C=C2CN(C(C2=CC1)=O)C(C)(C)C